3-((2-(trimethylsilyl)ethoxy)methyl)-3H-pyrrole-5-carboxamide C[Si](CCOCC1C=NC(=C1)C(=O)N)(C)C